C1CC12CCN(CC2)C=2C=C(N)C=CC2C=C(F)C=2C=C1C=CC=NC1=C(C2)N2CCC(CC2)(F)F 3-{6-azaspiro[2.5]octane-6-yl}-4-{2-[8-(4,4-difluoropiperidin-1-yl)quinolin-6-yl]-2-fluorovinyl}aniline